C(C)(C)(C)OC(=O)N1CCC(=CC1)C1=CC=CC=2NC(OC21)=O.C[C@@H]2OCCN2C(C2=CC(=CC(=C2)C(F)(F)F)C(F)(F)F)=O methyl-(S)-3-{3,5-bis(trifluoromethyl)benzoyl}oxazolidine tert-butyl-4-(2-oxo-2,3-dihydrobenzo[d]oxazol-7-yl)-3,6-dihydropyridine-1(2H)-carboxylate